6-methyl-4,6-dihydropyrrolo[3,4-c]Pyrazole-5(2H)-carboxylic acid benzyl ester C(C1=CC=CC=C1)OC(=O)N1C(C2=NNC=C2C1)C